F[B-](F)(F)F.C[N+]1(CCCCC1)CCCOC N-methyl-N-methoxypropyl-piperidinium tetrafluoroborate